CC1=C(N)C=C(C(=C1C)C)C 2,3,4,5-tetramethylaniline